Lithium-Aluminium Hydrid [AlH4-].[Li+]